N-acetyl-dimethyl-hydrazinium tert-butyl-(S)-4-(difluoromethylene)-2-(hydroxymethyl)pyrrolidine-1-carboxylate C(C)(C)(C)OC(=O)N1[C@@H](CC(C1)=C(F)F)CO.C(C)(=O)[N+](N)(C)C